(-)-6-(methyl-d3)-8-((1R,2S)-2-methylcyclopentyl)-2-((1-((methyl-d3)sulfonyl)piperidin-4-yl-3,3,4,5,5-d5)-amino)pyrido[2,3-d]pyrimidin-7(8H)-one C(C1=CC2=C(N=C(N=C2)NC2(C(CN(CC2([2H])[2H])S(=O)(=O)C([2H])([2H])[2H])([2H])[2H])[2H])N(C1=O)[C@H]1[C@H](CCC1)C)([2H])([2H])[2H]